4-((1H-pyrazol-1-yl)methyl)-2-methoxy-N-((2-methoxy-4-(1H-pyrazol-1-yl)phenyl)sulfonyl)benzamide N1(N=CC=C1)CC1=CC(=C(C(=O)NS(=O)(=O)C2=C(C=C(C=C2)N2N=CC=C2)OC)C=C1)OC